C(C)(C)C=1C=C(C=CC1)[C@H](CO)O (R)-1-(3-isopropylphenyl)ethane-1,2-diol